P(O)(O)=O.P(O)(O)=O.N1=C(C=CC=C1)C1=NC=CC=C1 bipyridyl bisphosphonate